1-(2-aminoethyl)-3-(4-(2-(4-bromophenyl)propan-2-yl)thiazol-2-yl)urea NCCNC(=O)NC=1SC=C(N1)C(C)(C)C1=CC=C(C=C1)Br